CN1[C@@H]([C@H](CC1=O)C(=O)NCCNC(=O)C1CCC2(CCN(CC2)CCCC(=O)OC(C)(C)C)CC1)C=1C=NC=CC1 tert-Butyl 4-(9-((2-((2S,3S)-1-methyl-5-oxo-2-(pyridin-3-yl)pyrrolidine-3-carboxamido) ethyl)carbamoyl)-3-azaspiro[5.5]undecan-3-yl)butanoate